NC=1C=C(C=CC1C)N1C(C=CC2=CN=C3C(=C12)C=C(C=C3)Br)=O 1-(3-Amino-4-methylphenyl)-9-bromobenzo[h][1,6]naphthyridin-2(1H)-one